OCCNC1=C(C=C(C=C1)O)[N+](=O)[O-] 4-[(2-hydroxyethyl)amino]-3-nitrophenol